O-(isopropyl) S-(1-methoxy-2-oxopropyl) dithiocarbonate C(SC(C(C)=O)OC)(OC(C)C)=S